C(C=C)(=O)OCCOCCOC1=CC=CC=C1 2-(2-phenoxyethoxy)ethyl acrylate